(2S)-2-[[(2S)-2-amino-3-[5-[bis(2-chloroethyl)amino]-1-methyl-benzimidazol-2-yl]propionyl]amino]-3-methyl-butanoic acid ethyl ester dihydrochloride Cl.Cl.C(C)OC([C@H](C(C)C)NC([C@H](CC1=NC2=C(N1C)C=CC(=C2)N(CCCl)CCCl)N)=O)=O